4-(4-((4-(cyclobutylamino)-3-(trifluoromethyl)-1H-pyrrolo[2,3-b]pyridin-6-yl)amino)-3-methoxyphenyl)-1-cyclopropyl-1,4-azaphosphinane 4-oxide C1(CCC1)NC1=C2C(=NC(=C1)NC1=C(C=C(C=C1)P1(CCN(CC1)C1CC1)=O)OC)NC=C2C(F)(F)F